(R)-1-(8-methoxy-9-(2-methyl-2H-tetrazol-5-yl)-1-(2-methylprop-1-en-1-yl)-5,6-dihydropyrrolo[2,1-a]isoquinoline-3-carbonyl)-2-methylazetidine-2-carbonitrile COC=1C=C2CCN3C(C2=CC1C=1N=NN(N1)C)=C(C=C3C(=O)N3[C@](CC3)(C#N)C)C=C(C)C